C1(=CC=CC=C1)C1=CC=C(C=C1)C(=O)O.COC[C@H]1C[C@@H](CN1C(C=C)=O)N1N=CC(=C1NC)C(=O)N 1-[(3s,5r)-5-(methoxymethyl)-1-(prop-2-enoyl)pyrrolidin-3-yl]-5-(methylamino)pyrazole-4-carboxamide 4-phenylphenyl-format